C(#N)C1=CC=C(C(=O)Cl)C=C1C#N 4,5-dicyanobenzoyl chloride